C(C)(C)(C)OC(=O)N=S(=O)(CC)C=1C=CC(=C(C1)C=1N(C2=CC=CC=C2C1)C(=O)OC(C)(C)C)N1CC(C1)(C(F)(F)F)C#N tert-butyl 2-(5-(N-(tert-butoxycarbonyl) ethylsulfonimidoyl)-2-(3-cyano-3-(trifluoromethyl) azetidin-1-yl)phenyl)-1H-indole-1-carboxylate